N-[3-(3-chloro-4-cyano-phenoxy)-2,2,4,4-tetramethyl-cyclobutyl]-5-(4-formyl-1-piperidyl)pyrimidine-2-carboxamide ClC=1C=C(OC2C(C(C2(C)C)NC(=O)C2=NC=C(C=N2)N2CCC(CC2)C=O)(C)C)C=CC1C#N